benzyl ((1S)-1-(4-chlorophenyl)-2-oxo-2-((4-(1-(tetrahydro-2H-pyran-2-yl)-1H-pyrazol-4-yl)phenyl)amino)ethyl)-(methyl)carbamate ClC1=CC=C(C=C1)[C@@H](C(NC1=CC=C(C=C1)C=1C=NN(C1)C1OCCCC1)=O)N(C(OCC1=CC=CC=C1)=O)C